4-acetyl-7-chloro-2H-phthalazin-1-one C(C)(=O)C1=NNC(C2=CC(=CC=C12)Cl)=O